(2R,4S)-6-chloro-N-{3-[2-(4-chloro-3-fluorophenoxy)acetamido]bicyclo[1.1.1]pentan-1-yl}-4-hydroxy-3,4-dihydro-2H-1-benzopyran-2-carboxamide ClC=1C=CC2=C([C@H](C[C@@H](O2)C(=O)NC23CC(C2)(C3)NC(COC3=CC(=C(C=C3)Cl)F)=O)O)C1